CCCCN1C(=O)C2=C(N=C(N2)C34CC5CC(C3)CC4C5)N(C1=O)CCCO 1-butyl-3-(3-hydroxypropyl)-8-(3-noradamantyl)xanthine